NC=1C=C(OC2=CC(=CC=C2)OC2=CC(=C(C=C2)O)N)C=CC1O 1,3-bis(3-amino-4-hydroxyphenoxy)benzene